2,6-difluoro-4-(8-(5-fluoro-7-methoxy-1-methyl-4-oxo-1,4-dihydroquinazolin-6-yl)indolizine-3-carbonyl)phenyl-4-((1-methylcyclopropyl)amino)but-2-enamide FC1=C(C(=CC(=C1)C(=O)C1=CC=C2C(=CC=CN12)C=1C(=C2C(N=CN(C2=CC1OC)C)=O)F)F)C(C(=O)N)=CCNC1(CC1)C